FC=1C=CC=C2C=C(C3(C12)CCC(CC3)(C(=O)OC)NC3=CC(=CC=C3)Cl)C[C@H](CO)C methyl (1r,4R)-7'-fluoro-4-(3-chloroanilino)-2'-[(2R)-3-hydroxy-2-methylpropyl]spiro[cyclohexane-1,1'-indene]-4-carboxylate